4-(hydroxymethyl)-N-isopropylpiperidine-1-carboxamide OCC1CCN(CC1)C(=O)NC(C)C